C(C(=O)[O-])(=O)[O-].N[C@@H](CCC(=O)O)C(=O)[O-].[Na+].[Na+].[Na+] trisodium glutamate oxalate